C(CCCCCCCCCCCCCCCCC)C=1C(=C(C(=CC1C)C(C)(C)C)O)C(C)(C)C n-octadecyl-2,6-di-t-butyl-4-methylphenol